FC=1C(=CC2=C(N(C=N2)C)C1F)C#CC1=NN(C(=C1C(=O)N)NC)[C@@H]1CN([C@H](C1)COC)C(C=C)=O 3-[2-(6,7-difluoro-1-methyl-1,3-benzodiazol-5-yl)ethynyl]-1-[(3s,5r)-5-(methoxymethyl)-1-(prop-2-enoyl)pyrrolidin-3-yl]-5-(methylamino)pyrazole-4-carboxamide